N-[5-[4-[benzoylthiocarbamoyl-(methyl)amino]phenyl]-2,4-dimethyl-pyrazol-3-yl]-4-(trifluoromethoxy)benzamide C(C1=CC=CC=C1)(=O)NC(=S)N(C1=CC=C(C=C1)C=1C(=C(N(N1)C)NC(C1=CC=C(C=C1)OC(F)(F)F)=O)C)C